(E)-3-(5-chloro-2-tetrazol-1-yl-phenyl)-acrylic acid ClC=1C=CC(=C(C1)/C=C/C(=O)O)N1N=NN=C1